Aminoalanin NN[C@@H](C)C(=O)O